5-(4-(3-(3-(tert-butyl)-1-phenyl-1H-pyrazol-5-yl)ureido)-3-fluorophenoxy)thiazole-2-carboxamide C(C)(C)(C)C1=NN(C(=C1)NC(NC1=C(C=C(OC2=CN=C(S2)C(=O)N)C=C1)F)=O)C1=CC=CC=C1